NC([C@H](CS)NC(COCCOCCNC(COCCOCCNC(CCCCCCCCCCCCCCCCCCCCC(=O)O)=O)=O)=O)=O 1-{[(2R)-1-amino-1-oxo-3-sulfanylpropan-2-yl]amino}-1,10,19-trioxo-3,6,12,15-tetraoxa-9,18-diazatetracontan-40-oic acid